CARBAMOYL-CYCLOHEXANE C(N)(=O)C1CCCCC1